(3-(1-(1-Acetylpiperidin-4-yl)-1H-pyrazol-4-yl)-6-methoxy-1H-pyrazolo[4,3-b]pyridin-5-yl)-2,3-dihydro-1H-indene-1-carbonitrile C(C)(=O)N1CCC(CC1)N1N=CC(=C1)C1=NNC=2C1=NC(=C(C2)OC)C2(CCC1=CC=CC=C21)C#N